5-amino-6-[(2-chloro-5-fluorophenyl)carbonyl]-2-methyl-3-{[tris(prop-2-yl)silyl]ethynyl}indazole-7-carbonitrile NC1=CC2=C(N(N=C2C(=C1C(=O)C1=C(C=CC(=C1)F)Cl)C#N)C)C#C[Si](C(C)C)(C(C)C)C(C)C